CCCOC(CC1OCCO1)=O 1,3-dioxolane-2-acetic acid 2-methylethyl ester